1-(Tert-butyl) 3-methyl (6R)-6-methyl-4-oxopiperidine-1,3-dicarboxylate C[C@@H]1CC(C(CN1C(=O)OC(C)(C)C)C(=O)OC)=O